NCCNC1CC2CCCC2C1 5-((2-aminoethyl)amino)octahydropentalen